2,6-Dibromo-4-(trifluoromethyl)phenol BrC1=C(C(=CC(=C1)C(F)(F)F)Br)O